C1(=CC=CC=C1)C1=CC=CC=2C=3C(=NC=CC21)C2=CCC=CC2=CC3Cl 8-phenyl-12-chloro-3H-benzo[d]naphtho[1,2-b]azepine